6-methyl-5,7-dihydro-3-oxa-1-thia-7-aza-acenaphthylen-8(4H)-one CC1=C2CCOC3=CSC(C(N1)=O)=C32